CN(C1CCN(CC1)CC1=C(C=C(C=C1)NC(N)=O)C(F)(F)F)C 3-(4-((4-(dimethylamino)piperidin-1-yl)methyl)-3-(trifluoromethyl)phenyl)urea